1,1,3,3-tetra-n-octyldimethyldisiloxane C(CCCCCCC)[Si](O[Si](CCCCCCCC)(CCCCCCCC)C)(CCCCCCCC)C